(1s,4s)-4-(8-(2-chloro-4-cyano-6-fluorophenylamino)-2-(tetrahydro-2H-pyran-4-ylamino)-9H-purin-9-yl)-1-methylcyclohexanecarboxamide ClC1=C(C(=CC(=C1)C#N)F)NC=1N(C2=NC(=NC=C2N1)NC1CCOCC1)C1CCC(CC1)(C(=O)N)C